(1S,2S)-2-fluoro-N-(6-(2-methyl-5-(1H-pyrazol-1-yl)phenyl)benzo[d]thiazol-2-yl)cyclopropane-1-carboxamide F[C@@H]1[C@@H](C1)C(=O)NC=1SC2=C(N1)C=CC(=C2)C2=C(C=CC(=C2)N2N=CC=C2)C